N1C=CC=2C1=NC=C(C2)C(=O)N2CC1=C(CC2)C(=CS1)C(=O)OCC ethyl 6-(1H-pyrrolo[2,3-b]pyridine-5-carbonyl)-4,5,6,7-tetrahydrothieno[2,3-c]pyridine-3-carboxylate